2-(1-(cyclopropylmethyl)-1H-indol-2-yl)-3-(2-hydroxyethyl)-4-methoxybenzo[b]thiophene-6-carboxylic acid C1(CC1)CN1C(=CC2=CC=CC=C12)C1=C(C2=C(S1)C=C(C=C2OC)C(=O)O)CCO